NC1=NN(C2=NC(=CC(=C21)C2=CC=C(C=C2)C2=C(C(N(C(N2C(C)C)=O)C2=NC=CC=C2)=O)C(=O)N)C2CCN(CC2)C(C(C)C)=O)C (4-(3-amino-6-(1-isobutyrylpiperidin-4-yl)-1-methyl-1H-pyrazolo[3,4-b]pyridin-4-yl)phenyl)-1-isopropyl-2,4-dioxo-3-(pyridin-2-yl)-1,2,3,4-tetrahydropyrimidine-5-carboxamide